ClC1=CC=C(C=C1)C1=C(C=CC=C1)C(C1CCN(CC1)C(=O)OC(C)(C)C)O tert-butyl 4-[[2-(4-chlorophenyl)phenyl]-hydroxy-methyl]piperidine-1-carboxylate